The molecule is a D-alpha-amino acid zwitterion that is D-proline in which a proton has been transferred from the carboxy group to the amino group. It is the major species at pH 7.3. It is a tautomer of a D-proline. C1C[C@@H]([NH2+]C1)C(=O)[O-]